N-(4-(2-(2-(4,4-difluoropiperidin-1-yl)-6-methylpyridin-4-yl)-2H-tetrazol-5-yl)-3-(6-azaspiro[2.5]octan-6-yl)phenyl)-2-hydroxyethane-1-sulfonamide FC1(CCN(CC1)C1=NC(=CC(=C1)N1N=C(N=N1)C1=C(C=C(C=C1)NS(=O)(=O)CCO)N1CCC2(CC2)CC1)C)F